(3R,4R)-3-fluoro-4-{[(4-fluorophenyl)methyl]amino}piperidine-1-carboxylic acid tert-butyl ester C(C)(C)(C)OC(=O)N1C[C@H]([C@@H](CC1)NCC1=CC=C(C=C1)F)F